3-bromo-6-(methylamino)pyridine-2-carboxylic acid methyl ester COC(=O)C1=NC(=CC=C1Br)NC